pyrazino[2',1':2,3]imidazo[4,5-c][1,7]naphthyridin-6(5H)-one C1=C2C3=C(C(NC2=CN=C1)=O)N1C(=N3)C=NC=C1